[Cl-].C(C)#N.C(C)#N.[Pd+2].[Cl-] palladium bis(acetonitrile) chloride